BrC1=C(C=C(C=O)C=C1)C 4-bromo-3-methylbenzaldehyde